OC(=O)C1C2C3C4C=CC(C3C(C1C(=O)O)C2)C4 9,10-dihydroxycarbonyltetracyclo[6.2.1.13,6.02,7]dodeca-4-ene